3-(1-(4-methoxybenzyl)-1H-pyrazol-3-yl)-2-oxopropanoic acid methyl ester COC(C(CC1=NN(C=C1)CC1=CC=C(C=C1)OC)=O)=O